NC=1C=C(C=CC1)C1=NC=C(N=C1)C1=CC(=CC=C1)N 2,5-bis(3-aminophenyl)pyrazine